di-tert-Butyl {4-[3-chloro-10-[2-(2-methoxyethoxy)ethyl]-11-oxo-10,11-dihydro-5H-dibenzo[b,e][1,4]diazepin-5-yl]butyl}imidodicarbonate ClC=1C=CC2=C(N(C3=C(N(C2=O)CCOCCOC)C=CC=C3)CCCCN(C(=O)OC(C)(C)C)C(=O)OC(C)(C)C)C1